BrC1=CC(=C(C(=O)NC[C@H](C)O[Si](C)(C)C(C)(C)C)C=C1)C (S)-4-bromo-N-(2-(tert-butyldimethylsilyloxy)propyl)-2-methylbenzamide